C(Cl)C1CO1 Epichlorohydrin